methyl trans-rac-3-(3,5-bis(trifluoromethyl) phenyl)-2,2-dichlorocyclopropane-1-carboxylate FC(C=1C=C(C=C(C1)C(F)(F)F)[C@@H]1C([C@H]1C(=O)OC)(Cl)Cl)(F)F |r|